C[Si](C#CC=O)(C)C 3-(trimethyl-silyl)prop-2-ynal